ClC1=C(C=CC(=C1)C1=C2C(=NC=C1)NC=C2F)C2(C(CN(CC2C)C)C)O 4-(2-chloro-4-(3-fluoro-1H-pyrrolo[2,3-b]pyridin-4-yl)phenyl)-1,3,5-trimethylpiperidin-4-ol